C1(C=CC(N1CCCCCCCCN1C(C=CC1=O)=O)=O)=O N,N'-octamethylenebismaleimide